[2-bromo-4-(5-methyl-4H-1,2,4-triazol-3-yl)phenyl]-[4-(trifluoromethyl)piperidin-1-yl]methanone BrC1=C(C=CC(=C1)C1=NN=C(N1)C)C(=O)N1CCC(CC1)C(F)(F)F